ClC1=C(C=C(COC2=CC=CC(=N2)C2=C(C=C(CC3=NC4=C(N3CC3OCCC3)C=C(C=C4)C(=O)O)C=C2)F)C=C1)F 2-(4-(6-(4-Chloro-3-fluorobenzyloxy)pyridin-2-yl)-3-fluorobenzyl)-1-((tetrahydrofuran-2-yl)methyl)-1H-benzo[d]imidazole-6-carboxylic acid